(S)-2-amino-4-((2-(3-methoxybenzamido)benzyl)(methyl)amino)butanoic acid N[C@H](C(=O)O)CCN(C)CC1=C(C=CC=C1)NC(C1=CC(=CC=C1)OC)=O